C(#N)C1=NN(C(=C1)C)C1=CC=C(C(=O)OC(C)(C)C)C=C1 tert-butyl 4-(3-cyano-5-methyl-1H-pyrazol-1-yl)benzoate